CO[C@H](C)[C@H]1C(N(C=2C=NC(=NC2N1C)NCC=1C=NN(C1)CC1=CC(=C(C(=C1)F)F)F)C)=O (7S)-7-((R)-1-methoxyethyl)-5,8-dimethyl-2-(((1-(3,4,5-trifluorobenzyl)-1H-pyrazol-4-yl)methyl)amino)-7,8-dihydropteridin-6(5H)-one